3-chloro-6-((4-chloro-1-(4-(difluoromethyl)phenyl)-1H-1,2,3-triazol-5-yl)methoxy)pyridazine ClC=1N=NC(=CC1)OCC1=C(N=NN1C1=CC=C(C=C1)C(F)F)Cl